Cl.N1=C(C=CC=2CNC(CC12)C(=O)O)C(=O)O 5,6,7,8-tetrahydro-1,6-naphthyridine-2,7-dicarboxylate hydrochloride